2-(((2R,3S,4R,5R)-5-(2,4-dioxo-3,4-dihydropyrimidin-1(2H)-yl)-3-ethynyl-3,4-dihydroxytetrahydrofuran-2-yl)methoxy)-2-(4-(2-oxotetrahydropyrimidin-1(2H)-yl)benzyl)malonic acid O=C1N(C=CC(N1)=O)[C@H]1[C@@H]([C@@]([C@H](O1)COC(C(=O)O)(C(=O)O)CC1=CC=C(C=C1)N1C(NCCC1)=O)(O)C#C)O